C(C1=CC=CC=C1)N1N=CC(=C1C)C(C(C)N1N=C(C=CC1=O)C=C)=O 2-(1-(1-benzyl-5-methyl-1H-pyrazol-4-yl)-1-oxopropan-2-yl)-6-vinylpyridazin-3(2H)-one